C[C@@H]1N(CC[C@]2(C1)OCCC1=C2SC(=C1)C(F)(F)F)C1C(CCC1)O 2-[(2'S,7R)-2'-methyl-2-(trifluoromethyl)spiro[4,5-dihydrothieno[2,3-c]pyran-7,4'-piperidine]-1'-yl]cyclopentanol